ClC=1C=C2C(=CC1)NC(C21CCN(CC1)CCOC1=CC=C(C=C1)S(=O)(=O)C1(CC1)C(=O)N(C)C)=O 1-[4-(2-{5-chloro-2-oxo-1,2-dihydrospiro[indole-3,4'-piperidin]-1'-yl}ethoxy)benzenesulfonyl]-N,N-dimethylcyclopropane-1-carboxamide